((1-(2-((1-aminocyclopropyl) methoxy)-5-fluoropyridin-3-yl) cyclopropyl) amino) pyrazolo[1,5-a]pyrimidine-3-carboxylate N1=CC(=C2N1C=CC=N2)C(=O)ONC2(CC2)C=2C(=NC=C(C2)F)OCC2(CC2)N